tert-butyl (2s,5S)-5-(hydroxymethyl)-2-methylpiperazine-1-carboxylate OC[C@H]1NC[C@@H](N(C1)C(=O)OC(C)(C)C)C